3-((1-(2-methyltetrahydro-2H-pyran-4-yl)-4-nitro-1H-pyrazol-3-yl)oxy)propan-1-ol CC1OCCC(C1)N1N=C(C(=C1)[N+](=O)[O-])OCCCO